(R)-(4-(N-benzyl-1-(2-morpholino-2-oxoethyl)pyrrolidine-3-carboxamido)phenyl)arsonous acid C(C1=CC=CC=C1)N(C(=O)[C@H]1CN(CC1)CC(=O)N1CCOCC1)C1=CC=C(C=C1)[As](O)O